tert-Butyl (2-(1-(6-cyano-1-isopentyl-3-nitro-1H-indole-2-carbonyl)piperidin-4-yl)ethyl)-carbamate C(#N)C1=CC=C2C(=C(N(C2=C1)CCC(C)C)C(=O)N1CCC(CC1)CCNC(OC(C)(C)C)=O)[N+](=O)[O-]